NC1=NN2C(N=CC=C2)=C1C(=O)N[C@@H](C)C=1N(C(C2=C(C=CC=C2C1)C#CC=1C=NN(C1)C1COC1)=O)C1=CC=CC=C1 (S)-2-amino-N-(1-(8-((1-(oxetan-3-yl)-1H-pyrazol-4-yl)ethynyl)-1-oxo-2-phenyl-1,2-dihydroisoquinolin-3-yl)ethyl)pyrazolo[1,5-a]pyrimidine-3-carboxamide